ClC=1C=C(OC=2C3=C(C(=NC2)SC(F)(F)F)C(CC3)=O)C=C(C1)F 4-(3-chloro-5-fluoro-phenoxy)-1-(trifluoromethylsulfanyl)-5,6-dihydrocyclopenta[c]pyridin-7-one